(S)-2-amino-3-(2-oxo-2,3-dihydro-1H-benzo[d]imidazol-1-yl)propanamide hydrochloride Cl.N[C@H](C(=O)N)CN1C(NC2=C1C=CC=C2)=O